BrC=1C(=C(C(=O)OC2=CC(=CC(=C2)C)C)C(=C(C1OC(=O)[C@@]1(C(=CC(C=C1C)=O)OC)O)C)C)O 3,5-dimethylphenyl (R)-3-bromo-2-hydroxy-4-((1-hydroxy-2-methoxy-6-methyl-4-oxocyclohexa-2,5-diene-1-carbonyl)oxy)-5,6-dimethylbenzoate